1-(bromomethyl)-3-methylbenzene BrCC1=CC(=CC=C1)C